C1[C@@H]2[C@@H](C2C(F)(F)F)CN1 (1R,5S,6r)-6-(trifluoromethyl)-3-azabicyclo[3.1.0]hexane